1,4-dimethylpiperidin-4-carboxylic acid CN1CCC(CC1)(C(=O)O)C